isothiazolo[5,4-c]pyridazine S1N=CC=2C1=NN=CC2